5-nitro-2-(4-(trifluoromethyl)phenyl)pyridine [N+](=O)([O-])C=1C=CC(=NC1)C1=CC=C(C=C1)C(F)(F)F